BrC=1C=CC(=C(C1)N(C([C@H](COC(C)(C)C)NC(OC(C)(C)C)=O)=O)C)F tert-Butyl (S)-(1-((5-bromo-2-fluorophenyl)(methyl)amino)-3-(tert-butoxy)-1-oxopropan-2-yl)carbamate